[N+](=O)([O-])C1=CC=C(C=C1)N1CC2(C1)CCN(CC2)C(=O)OC(C)(C)C tert-butyl 2-(4-nitrophenyl)-2,7-diazaspiro[3.5]nonane-7-carboxylate